(S)-N-(3-(2-(((S)-2-hydroxypropyl)amino)-6-morpholinylpyrimidin-4-yl)-4-methylphenyl)-3-(2,2,2-trifluoroethyl)pyrrolidine-1-carboxamide O[C@H](CNC1=NC(=CC(=N1)C=1C=C(C=CC1C)NC(=O)N1C[C@@H](CC1)CC(F)(F)F)N1CCOCC1)C